NC=1C(=NON1)N1N=NC(=C1C(C)(C)C)C(=O)OC methyl 1-(4-amino-1,2,5-oxadiazol-3-yl)-5-tert-butyl-1,2,3-triazole-4-carboxylate